2-((S)-1-(1-(5-chloropyrimidin-2-yl)piperidin-4-yl)ethoxy)-5-(6-(methylsulfonyl)pyridin-3-yl)thiazolo[5,4-b]pyridin ClC=1C=NC(=NC1)N1CCC(CC1)[C@H](C)OC=1SC2=NC(=CC=C2N1)C=1C=NC(=CC1)S(=O)(=O)C